C(#N)C1=C(C=CC=C1)N1CCC(CC1)CCC(=O)NC=1C=CC=C2C=CNC12 3-(1-(2-cyanophenyl)piperidin-4-yl)-N-(1H-indol-7-yl)propanamide